F[C@H]1[C@H](O[C@@H]2[C@@H]1OP(OC2)(=O)OCCCCCCCC)N2C(NC(C(=C2)C)=O)=O 1-((4aS,6S,7R,7aS)-7-Fluoro-2-(octyloxy)-2-oxidotetrahydro-4H-furo[3,2-d][1,3,2]dioxaphosphinin-6-yl)-5-methylpyrimidine-2,4(1H,3H)-dione